tert-butyl ((1r,3r)-3-(4-(2-(4-((5-fluoro-2-(5-methyl-1,3,4-oxadiazol-2-yl)pyridin-3-yl)oxy)phenyl)propan-2-yl)phenoxy)cyclobutyl)carbamate FC=1C=C(C(=NC1)C=1OC(=NN1)C)OC1=CC=C(C=C1)C(C)(C)C1=CC=C(OC2CC(C2)NC(OC(C)(C)C)=O)C=C1